10-hydroxy-pentacosa-12,15-dienoic acid OC(CCCCCCCCC(=O)O)CC=CCC=CCCCCCCCCC